(R)-2,5-dichloro-N-(2-((3-methyl-1-(4-oxo-1,3,6,2-dioxazaborocan-2-yl)butyl)amino)-2-oxoethyl)benzamide ClC1=C(C(=O)NCC(=O)N[C@@H](CC(C)C)B2OCCNCC(O2)=O)C=C(C=C1)Cl